4,4'-(1,3-phenylenebismethylene)bis(semicarbazide) C1(=CC(=CC=C1)CNC(NN)=O)CNC(NN)=O